C(CCC)OC(CN(CCN(CC(=O)OCCCC)CC(=O)OCCCC)CC(=O)OCCCC)=O ethylenediaminetetraacetic acid tetrabutyl ester